C1(CCCC1)N1C(=CC2=C1N=C(N=C2)NC2=CC=C(C=C2)N2CCN(CC2)C2CCN(CC2)CCC2=CC(=CC=C2)C2C(NC(CC2)=O)=O)C(=O)N(C)C 7-cyclopentyl-2-((4-(4-(1-(3-(2,6-dioxopiperidin-3-yl)phenethyl)-piperidin-4-yl)-piperazin-1-yl)phenyl)amino)-N,N-dimethyl-7H-pyrrolo[2,3-d]pyrimidine-6-carboxamide